CN1CCC(=CC1)C=1SC(=CN1)NC(OC(C)(C)C)=O tert-butyl (2-(1-Methyl-1,2,3,6-tetrahydropyridin-4-yl)thiazol-5-yl)carbamate